(R)-1-(2-aminopyrimidin-5-yl)-6-chloro-7-(2-(((3-chloropyridin-2-yl)oxy)methyl)pyrrolidin-1-yl)-4-oxo-1,4-dihydroquinoline-3-carboxylic acid NC1=NC=C(C=N1)N1C=C(C(C2=CC(=C(C=C12)N1[C@H](CCC1)COC1=NC=CC=C1Cl)Cl)=O)C(=O)O